CN(CC\C=C/1\C2=C(OCC3=C1C=CC=C3)C=CC(=C2)CC(=O)O)C 11-[(E)-3-(dimethylamino)propylidene]-6,11-dihydrodibenzo[b,E]oxepin-2-acetic acid